CC(CC(=O)C1C(C=CCC1(C)C)C)SCCOCCOCCSC(CC(CCCC)=O)C (±)-3,14-dimethyl-1-(2,6,6-trimethylcyclohex-3-en-1-yl)-7,10-dioxa-4,13-dithiaicosane-1,16-dione